C(C)(C)(C)OC(=O)NC1CC(C1)COC1=NC=CC(=C1)N(C(OC(C)(C)C)=O)C1=CC(=NN1C(C)(C)C)[C@@H]1C[C@@H](CC1)O[Si](C)(C)C(C)(C)C tert-butyl (2-(((1r,3S)-3-((tert-butoxycarbonyl)amino)cyclobutyl)methoxy)pyridin-4-yl)(1-(tert-butyl)-3-((1S,3R)-3-((tert-butyldimethylsilyl)oxy)cyclopentyl)-1H-pyrazol-5-yl)carbamate